C1=C(C=CC2=CC=CC=C12)C1=CC=C(C=C1)N 4-(naphthalen-2-yl)phenyl-amine